ClC=1C(=C(C=CC1)NC1=C(NC2=C1C(NC[C@]2(C)CCOC)=O)C2=C(C=NC=C2)F)OC (7S)-3-[(3-chloro-2-methoxyphenyl)amino]-2-(3-fluoropyridin-4-yl)-7-(2-methoxyethyl)-7-methyl-1H,5H,6H-pyrrolo[3,2-c]pyridin-4-one